CC=1C=CC(=NC1C1=CC=C(C=C1)C1=CNC2=NC=C(C=C21)C=2C=CC1=C(CC[C@H](CC1)N1C3COCC1C3)C2)C#N 5-Methyl-6-(4-{5-[(7S)-7-{3-oxa-6-azabicyclo[3.1.1]heptan-6-yl}-6,7,8,9-tetrahydro-5H-benzo[7]annulen-2-yl]-1H-pyrrolo[2,3-b]pyridin-3-yl}phenyl)pyridine-2-carbonitrile